3-methyl-L-valin CC([C@H](N)C(=O)O)(C)C